C1N(CC2=CC=CC=C12)C1C(CCC1)OC=1C=C2CN(C(C2=CC1)=O)C1C(NC(CC1)=O)=O 3-(5-((2-(isoindolin-2-yl)cyclopentyl)oxy)-1-oxoisoindolin-2-yl)piperidine-2,6-dione